C1(=CC=CC=C1)P(C=1[C-](C=CC1)[C@@H](C)P(C(C)(C)C)C(C)(C)C)C1=CC=CC=C1.[CH-]1C=CC=C1.[Fe+2] (R)-1-[(S)-2-diphenylphosphinoferrocenyl]ethyl-di-tert-butylphosphine